C(C)(=O)NCCCS(=O)(=O)O N-acetyl-3-amino-1-propanesulfonic acid